4-chloro-7-(2,4-dimethoxybenzyl)-5,5-dimethyl-5,7-dihydro-6H-pyrrolo[2,3-d]pyrimidin-6-one ClC=1C2=C(N=CN1)N(C(C2(C)C)=O)CC2=C(C=C(C=C2)OC)OC